(3-bromo-4-nitrophenyl)-1H-imidazole BrC=1C=C(C=CC1[N+](=O)[O-])N1C=NC=C1